(S)-4-(3-isopropoxy-3-oxo-2-(piperidine-4-carboxamido) propyl)-1,2-phenylene dibenzoate hydrofluoric acid salt F.C(C1=CC=CC=C1)(=O)OC1=C(C=C(C=C1)C[C@@H](C(=O)OC(C)C)NC(=O)C1CCNCC1)OC(C1=CC=CC=C1)=O